C(C)C1=C(N=NN1C1=CC(=CC(=C1)Cl)Cl)C(=O)O.ClC=1C=C(C=C(C1)Cl)N1N=NC(=C1)C(=O)OCC ethyl 1-(3,5-dichlorophenyl)-1H-1,2,3-triazole-4-carboxylate (ethyl 1-(3,5-dichlorophenyl)-1H-1,2,3-triazole-4-carboxylate)